3-((dimethylamino)methylene)-6-methyl-2,4-dioxopiperidine-1-carboxylic acid tert-butyl ester C(C)(C)(C)OC(=O)N1C(C(C(CC1C)=O)=CN(C)C)=O